5-((2-((1-(methylsulfonyl)-1H-pyrazol-4-yl)amino)pyridin-4-yl)oxy)-4-phenylthiazol-2-amine CS(=O)(=O)N1N=CC(=C1)NC1=NC=CC(=C1)OC1=C(N=C(S1)N)C1=CC=CC=C1